6-(1-amino-1,3-dihydro-spiro[inden-2,4'-piperidin]-1'-yl)-3-(3-hydroxy-1-phenylprop-1-en-1-yl)-1,5-dihydro-4H-pyrazolo[3,4-d]pyrimidin-4-one NC1C2=CC=CC=C2CC12CCN(CC2)C=2NC(C1=C(N2)NN=C1C(=CCO)C1=CC=CC=C1)=O